C(CS)(=O)O.C(CS)(=O)O.C(CS)(=O)O.C(O)C(CC)(CO)CO Trimethylolpropane Tristhioglycolate